C[C@@H]1N(CC[C@@H](C1)C1=C(C(=NO1)C)NC(=O)O[C@H](C)C1=CC=CC=C1)C1=CC=C(C=C1)C1(CC1)C(=O)O 4-[(2S,4S)-2-methyl-4-[3-methyl-4-[[(1R)-1-phenylethoxy]carbonylamino]isoxazol-5-yl]-1-piperidyl]phenyl-cyclopropanecarboxylic acid